Rac-6-((2R,5S)-5-methylpiperidin-2-yl)imidazo[1,5-a]pyridine C[C@H]1CC[C@@H](NC1)C=1C=CC=2N(C1)C=NC2 |r|